FC1=C(C(=O)NC2=CN(C(C=C2)=O)C2=CC=CC=C2)C=CC=C1 2-fluoro-N-(6-oxo-1-phenyl-1,6-dihydropyridin-3-yl)benzamide